C[N+](C)(C)CC1CC(C1)C1=CC2=C(N=C(S2)CNC(=O)C2(CC3=CC=CC=C3C2)CC(=O)[O-])C=C1 2-[2-[[6-[(1s,3s)-3-[(trimethylammonio)methyl]cyclobutyl]-1,3-benzothiazol-2-yl]methylcarbamoyl]indan-2-yl]acetate